BrC1=C(C(=CC=C1)OC=C)F 1-bromo-2-fluoro-3-(vinyloxy)benzene